tert-butyl (2-chloro-5-morpholinophenyl)carbamate ClC1=C(C=C(C=C1)N1CCOCC1)NC(OC(C)(C)C)=O